C(C1=CC=CC=C1)N1[C@H](CC(C[C@H]1C=1N=NN(C1)C)C(=O)NC1=C(C=C(C=C1)Cl)Br)C (2S,6S)-1-benzyl-N-(2-bromo-4-chloro-phenyl)-2-methyl-6-(1-methyltriazol-4-yl)piperidine-4-carboxamide